ClC1=CC=C(C=C1)[C@@]1(N(C(C2=CC(=CC(=C12)F)C(COC([2H])([2H])[2H])(C)O)=O)C([2H])([2H])C1=NC=C(C=C1)Cl)O[C@@H]1COCC1 (3R)-3-(4-Chlorophenyl)-2-[(5-chloropyridin-2-yl)(2H2)methyl]-4-fluoro-6-[2-hydroxy-1-(2H3)methoxypropan-2-yl]-3-[(3S)-oxolan-3-yloxy]-2,3-dihydro-1H-isoindol-1-one